5-[1-(2-hydroxy-3-methylbutyl)-1H-pyrazol-4-yl]-6-(2-methylimidazo[1,2-a]pyridin-7-yl)pyridine-2-carbonitrile OC(CN1N=CC(=C1)C=1C=CC(=NC1C1=CC=2N(C=C1)C=C(N2)C)C#N)C(C)C